C(C)(C)(C)C1=CC=C(C=C1)C1=CC=NC(=N1)C1=CN(C=2N=CN=CC21)S(=O)(=O)C2=CC=C(C)C=C2 6-(4-tert-butylphenyl)-2-(7-(p-toluenesulfonyl)-7H-pyrrolo[2,3-d]Pyrimidin-5-yl)pyrimidin